2-Ethyl-5-(4-ethylpiperazin-1-yl)-2,3-dihydro-1,4-benzodioxine C(C)C1COC2=C(O1)C=CC=C2N2CCN(CC2)CC